(S)-2-(6-(1,4-dimethyl-1H-1,2,3-triazol-5-yl)-3-ethyl-4-(phenyl-(tetrahydro-2H-pyran-4-yl)methyl)-4H-thieno[2',3':4,5]pyrrolo[3,2-b]pyridin-2-yl)propan-2-ol CN1N=NC(=C1C=1C=C2C(=NC1)C1=C(N2[C@@H](C2CCOCC2)C2=CC=CC=C2)C(=C(S1)C(C)(C)O)CC)C